3-(3-Hydroxyphenyl)-1-[4-(morpholin-4-yl)phenyl]prop-2-en-1-one OC=1C=C(C=CC1)C=CC(=O)C1=CC=C(C=C1)N1CCOCC1